(2-hydroxyphenyl)(naphthalen-2-yl)methanone OC1=C(C=CC=C1)C(=O)C1=CC2=CC=CC=C2C=C1